FC1=CC2=C(NC3=C(NC2=O)C=CC=C3)C=C1 2-fluoro-5,10-dihydro-11H-dibenzo[b,e][1,4]diazepin-11-one